NC=1N=C(C2=C(N1)C=CN(C2=O)CC2=CC=C(C=C2)C(=O)N2CCN(CC2)CC(CO)O)NCCCC 2-amino-4-(butylamino)-6-(4-(4-(2,3-dihydroxypropyl)piperazine-1-carbonyl)benzyl)pyrido[4,3-d]pyrimidin-5(6H)-one